4-(difluoromethoxy)-6-(hydroxymethyl)-2-(4-methoxybenzyl)pyridazin-3(2H)-one FC(OC=1C(N(N=C(C1)CO)CC1=CC=C(C=C1)OC)=O)F